Cl.C1(=C2N(C=N1)CCC2)C(C(=O)NC=2SC=CN2)N2C(C1=CC(=CC(=C1C2)F)C2=C(C=C(C=C2)C2CCNCC2)C)=O 2-(6,7-dihydro-5H-pyrrolo[1,2-c]imidazol-1-yl)-2-[4-fluoro-6-[2-methyl-4-(4-piperidyl)phenyl]-1-oxo-isoindolin-2-yl]-N-thiazol-2-yl-acetamide hydrochloride